N1(CCCCCC1)C(=O)C1=NN2C(N=C(C=C2C2=CCCCC2)CC2CCCCC2)=C1 Azepan-1-yl-[7-(cyclohexen-1-yl)-5-(cyclohexylmethyl)pyrazolo[1,5-a]pyrimidin-2-yl]methanone